C(C)N(CCCNCCCCNCCCN)CC N,N-Diethylspermine